ClC1=C(C=C(C=C1)N(C(=O)C=1N=C(SC1)C#C)[C@H]1CN(CCC1)CC(F)(F)F)OC (R)-N-(4-Chloro-3-methoxyphenyl)-2-ethynyl-N-(1-(2,2,2-trifluoroethyl)piperidin-3-yl)thiazole-4-carboxamide